FC1(CN(C1)C1=CC=C(C=C1)[C@H](COC(N)=O)NC(=O)NC=1N=C(SC1)C#C)F Carbamic acid (R)-2-(4-(3,3-difluoroazetidin-1-yl) phenyl)-2-(3-(2-ethynylthiazol-4-yl) ureido)-ethyl ester